CSCC[C@@H](C(NC=1SC=C(N1)C1=CC=CC=C1)=O)NC(=O)C1=CC=C(C=C1)CNC([O-])=O [[4-[[(1S)-3-methylsulfanyl-1-[(4-phenylthiazol-2-yl)carbamoyl]propyl]carbamoyl]phenyl]methyl]carbamate